5-cyclopropyl-N-(2-(dimethylamino)ethyl)-2-hydroxybenzamide C1(CC1)C=1C=CC(=C(C(=O)NCCN(C)C)C1)O